3-((3-(2-methoxyethyl)-3-(pyridin-2-yl)pyrrolidin-1-yl)methyl)-2,6-dimethylpyridine COCCC1(CN(CC1)CC=1C(=NC(=CC1)C)C)C1=NC=CC=C1